5-(4-(4-aminopyrimidin-5-yl)-1H-imidazol-1-yl)-4-fluoro-2-(hydroxymethyl)-4-methyltetrahydrofuran-3-ol NC1=NC=NC=C1C=1N=CN(C1)C1C(C(C(O1)CO)O)(C)F